C(C1=CC=CC=C1)OCC1CCC(CC1)C=1N=C2N(C=C(C(=C2)OC(C)C)C(=O)NC2=NC(=CC=C2)C(F)(F)F)C1 2-[4-(benzyloxymethyl)cyclohexyl]-7-isopropoxy-N-[6-(trifluoromethyl)-2-pyridyl]imidazo[1,2-a]pyridine-6-carboxamide